C(C)(=O)OC1(CCC2C3CCC4=CC(CC(C4=C3CCC12C)C1=CC=C(C=C1)N(CCCCCCC=O)C)=O)C(C)=O 17-acetyl-13-methyl-l-1-(4-(methyl(7-oxoheptyl)amino) phenyl)-3-oxo-2,3,6,7,8,11,12,13,14,15,16,17-dodecahydro-1H-cyclopenta[a]phenanthren-17-yl acetate